C(=O)(O)C(CC[C@H](N)C(=O)[NH-])NC(N)=N 5-carboxyarginyl-amide